α-propionyl-p-chlorophenylacetonitrile C(CC)(=O)C(C#N)C1=CC=C(C=C1)Cl